FC(C1=CC=C(C=N1)CN1N=CC(=C1)C(C)N)(F)F (1-((6-(trifluoromethyl)pyridin-3-yl)methyl)-1H-pyrazol-4-yl)ethan-1-amine